CN1N=C(C(=C1)C=1C=NC=2CCN(CC2C1)C1=NC(=NC2=CC(=C(C=C12)OC)F)C)C 4-[3-(1,3-dimethylpyrazol-4-yl)-7,8-dihydro-5H-1,6-naphthyridin-6-yl]-7-fluoro-6-methoxy-2-methyl-quinazoline